iron(III) mono(ethylphosphinate) C(C)P([O-])=O.[Fe+3]